C(O)(O)=O.CCCCCCCCC methyloctane carbonate